[Pd].CC1=C(C=CC=C1)P(C1=C(C=CC=C1)C)C1=C(C=CC=C1)C.CC1=C(C=CC=C1)P(C1=C(C=CC=C1)C)C1=C(C=CC=C1)C bis[tri(2-methylphenyl)phosphine] palladium